cis-3-(difluoromethyl)-1-(6-(2-methyl-3H-imidazo[4,5-b]pyridin-6-yl)thieno[2,3-b]pyridin-2-yl)cyclobutanol FC(C1CC(C1)(O)C1=CC=2C(=NC(=CC2)C=2C=C3C(=NC2)NC(=N3)C)S1)F